(2R)-2-[6-(5-chloro-2-{[(1R,3R)-3-hydroxycyclopentyl]amino}pyrimidin-4-yl)-1-oxo-2,3-dihydro-1H-isoindol-2-yl]-N-[(1R)-1-[6-(dimethylamino)pyridin-2-yl]ethyl]propanamide ClC=1C(=NC(=NC1)N[C@H]1C[C@@H](CC1)O)C1=CC=C2CN(C(C2=C1)=O)[C@@H](C(=O)N[C@H](C)C1=NC(=CC=C1)N(C)C)C